N-((R)-2-hydroxypropyl)-1-(((S)-3-methyl-6-(4,4,4-trifluorobutoxy)-3,4-dihydronaphthalen-2-yl)methyl)azetidine-3-carboxamide O[C@@H](CNC(=O)C1CN(C1)CC1=CC2=CC=C(C=C2C[C@@H]1C)OCCCC(F)(F)F)C